CC1=C(C(=NS1)C1=CC=CC=C1)CO (5-Methyl-3-phenylisothiazol-4-yl)methanol